4-Bromo-2,2',3,3',5,5',6,6'-octafluoro-4''-vinyl-1,1':4',1''-terphenyl BrC1=C(C(=C(C(=C1F)F)C1=C(C(=C(C(=C1F)F)C1=CC=C(C=C1)C=C)F)F)F)F